NN1C(=NC(=C1C(=O)N)C1=CC=C(C=C1)C(NC1=NC=CC(=C1)C)=O)C1N(CCCC1)C(\C=C\C1=CC=CC=C1)=O (E)-1-amino-2-(1-cinnamoylpiperidin-2-yl)-4-(4-((4-methylpyridin-2-yl)carbamoyl)phenyl)-1H-imidazole-5-carboxamide